N-(4-((4-methoxy-1-methyl-5-(2,2,2-trifluoro-1-hydroxyethyl)-1H-indazol-3-yl)amino)-5-propionylpyridin-2-yl)cyclopropanecarboxamide COC1=C2C(=NN(C2=CC=C1C(C(F)(F)F)O)C)NC1=CC(=NC=C1C(CC)=O)NC(=O)C1CC1